(9R,13S)-13-{4-[1-chloro-2-(pyridin-3-yl)phenyl]-6-oxo-1,6-dihydropyrimidin-1-yl}-3,9-dimethyl-3,4,7,15-tetraazatricyclo[12.3.1.02,6]octadeca-1(18),2(6),4,14,16-pentaen-8-one ClC1(C(C=CC=C1)C=1C=NC=CC1)C=1N=CN(C(C1)=O)[C@H]1CCC[C@H](C(NC=2C=NN(C2C=2C=CN=C1C2)C)=O)C